N-(2-chloro-5-methoxy-4-(3-(methylamino)-6-(pyrazolo[1,5-a]pyrimidin-3-yl)-1H-pyrazolo[4,3-c]pyridin-1-yl)benzyl)methanesulfonamide ClC1=C(CNS(=O)(=O)C)C=C(C(=C1)N1N=C(C=2C=NC(=CC21)C=2C=NN1C2N=CC=C1)NC)OC